[W]=O.[V].[Cu] copper-vanadium-tungsten oxide